8-methoxy-2,3-dihydro-1,5-benzothiazepine-4(5H)-one COC1=CC2=C(NC(CCS2)=O)C=C1